(6-(2-chloro-5-fluorophenyl)-3-(2,2-difluoroethyl)-1-methyl-8-oxo-3,6,7,8-tetrahydropyrrolo[3,4-e]indazol-5-yl)-3-fluoro-5-(trifluoromethyl)benzamide ClC1=C(C=C(C=C1)F)C1NC(C=2C=3C(=NN(C3C=C(C21)C2=C(C(=O)N)C=C(C=C2F)C(F)(F)F)CC(F)F)C)=O